C(C)(=O)NC1=CC=C(C=C1)N(C(CN1C(=NC2=C1C=CC=C2)Cl)=O)CC2=CSC=C2 N-(4-acetamidophenyl)-2-(2-chlorobenzimidazol-1-yl)-N-(3-thienylmethyl)acetamide